C(=O)C1=C(OCC2=CC=C(C(=O)NC(C)C)C=C2)C=CC=C1 4-((2-formylphenoxy)methyl)-N-isopropylbenzamide